N-(2-chloro-5-(1,3-dioxo-1,3,4,5,6,7-hexahydro-2H-isoindole-2-yl)-4-fluorophenyl)cyclohexanecarboxamide ClC1=C(C=C(C(=C1)F)N1C(C=2CCCCC2C1=O)=O)NC(=O)C1CCCCC1